FC1=C(C(=CC(=C1)C1=CC=NC=C1)OCC1=CC=C(C=C1)OC)N1CC(NS1(=O)=O)=O 5-[2-fluoro-6-[(4-methoxyphenyl)methoxy]-4-(4-pyridyl)phenyl]-1,1-dioxo-1,2,5-thiadiazolidin-3-one